C(C)N(C1=CC=C(C(=O)C2=CC=C(C=C2)N(CC)CC)C=C1)CC 4,4'-bisdiethylaminobenzophenone